acryloyloxymethylcyclohexene oxide C(C=C)(=O)OCC12C(CCCC1)O2